5-[[5-chloro-3-(2,2,2-trifluoroethoxy)-2-pyridyl]oxy]-3-methyl-N-(4-methyl-1,1-dioxo-thian-4-yl)imidazo[4,5-b]pyridine-2-carboxamide ClC=1C=C(C(=NC1)OC1=CC=C2C(=N1)N(C(=N2)C(=O)NC2(CCS(CC2)(=O)=O)C)C)OCC(F)(F)F